CNCC=1C=CC(=NC1)N 5-(methylaminomethyl)pyridin-2-amine